8-chloro-6-(2-fluorophenyl)-4H-pyrazolo[1,5-a][1,4]benzodiazepine ClC=1C=CC2=C(C(=NCC=3N2N=CC3)C3=C(C=CC=C3)F)C1